[6-[[1-(2,2,2-trifluoroethyl)tetrazol-5-yl]methyl]-2,6-diazaspiro[3.3]heptan-2-yl]-[6-[3-(trifluoromethyl)-1,2,4-triazol-1-yl]-2-azaspiro[3.3]heptan-2-yl]methanone FC(CN1N=NN=C1CN1CC2(CN(C2)C(=O)N2CC3(C2)CC(C3)N3N=C(N=C3)C(F)(F)F)C1)(F)F